NC(C)(C)C1=CC=C(C=C1)C1=CC2=C(N=C3N2[C@H](C[C@H]3NC(OC(C)(C)C)=O)C3=C(C=CC=C3OC(F)F)Cl)C=C1F tert-butyl ((1R,3R)-7-(4-(2-aminopropan-2-yl)phenyl)-1-(2-chloro-6-(difluoromethoxy)phenyl)-6-fluoro-2,3-dihydro-1H-benzo[d]pyrrolo[1,2-a]imidazole-3-yl)carbamate